1,3,5-tris(aminomethyl)Benzene trihydrochloride Cl.Cl.Cl.NCC1=CC(=CC(=C1)CN)CN